COC1=CC=C(C(=N1)CC(CCC1CCCCC1)NS(=O)C(C)(C)C)C(=O)OCC Ethyl 6-methoxy-2-(2-((tert-butylsulfinyl) amino)-4-cyclohexylbutyl)-pyridine-3-carboxylate